4-{4-[(N-acetylpyrrol-2-yl)carbonyl]piperazin-1-yl}benzaldehyde C(C)(=O)N1C(=CC=C1)C(=O)N1CCN(CC1)C1=CC=C(C=O)C=C1